tert-butyl N-[5-(4-fluoro-3-methyl-phenyl)-2-methyl-5-oxo-pentyl]carbamate FC1=C(C=C(C=C1)C(CCC(CNC(OC(C)(C)C)=O)C)=O)C